methyl 6-(hydroxymethyl)quinoline-4-carboxylate OCC=1C=C2C(=CC=NC2=CC1)C(=O)OC